ClC=1C(=CC2=C(N(C(O2)=O)[C@H](C(=O)OCC(CO)(CO)N)C)C1)OC(C)C1=NC=CC=C1 2-amino-2-(hydroxymethyl)propane-1,3-diol (S)-3-(5-chloro-2-oxo-6-(1-(pyridin-2-yl)ethoxy)benzo[d]oxazol-3(2H)-yl)propanoate